3-(7,7-difluoro-3-((tetrahydro-2H-pyran-4-yl)carbamoyl)-4,5,6,7-tetrahydro-1H-indazol-1-yl)pyrazine 1-oxide FC1(CCCC=2C(=NN(C12)C=1C=[N+](C=CN1)[O-])C(NC1CCOCC1)=O)F